1-methyl-but-3-eneene CC=CC=C